2,5,6-triamino-4-hydroxypyrimidine NC1=NC(=C(C(=N1)O)N)N